4-[4-(4-hydroxyphenyl)hexa-2,4-dien-3-yl]phenolate OC1=CC=C(C=C1)C(C(=CC)C1=CC=C(C=C1)[O-])=CC